9,9-bis(6-hydroxynaphthalenyl)fluorene OC=1C=C2C=CC=C(C2=CC1)C1(C2=CC=CC=C2C=2C=CC=CC12)C1=CC=CC2=CC(=CC=C12)O